bismuth-erbium-lanthanum-aluminum [Al].[La].[Er].[Bi]